N[C@@H](CCC)C(=O)[O-].[Cu+2].N[C@@H](CCC)C(=O)[O-] copper norvalinate